7-(4-chlorobenzyl)-1-(3-hydroxypropyl)-3-methyl-8-(3-(4-methylpiperidin-1-yl)but-1-yn-1-yl)-3,7-dihydro-1H-purine-2,6-dione ClC1=CC=C(CN2C(=NC=3N(C(N(C(C23)=O)CCCO)=O)C)C#CC(C)N2CCC(CC2)C)C=C1